behenyl-trimethyl-ammonium iodide [I-].C(CCCCCCCCCCCCCCCCCCCCC)[N+](C)(C)C